C1(CC1)CN(C1=CC=CC(=N1)S(=O)(=O)NC(=O)C=1C(=NC=CC1)N1C(CC(C1)C)(C)C)C N-[[6-[Cyclopropylmethyl(methyl)amino]-2-pyridyl]sulfonyl]-2-(2,2,4-trimethylpyrrolidin-1-yl)pyridin-3-carboxamid